6-(4-(3-chloro-4-fluorophenyl)-1-(2-methoxy-ethyl)-1H-imidazol-5-yl)imidazo[1,2-b]pyridazine-3-carbonitrile ClC=1C=C(C=CC1F)C=1N=CN(C1C=1C=CC=2N(N1)C(=CN2)C#N)CCOC